tert-butyl (2R,3S)-3-((2-(1-(4-methoxybenzyl)-2,6-dioxopiperidin-3-yl)-1-oxoisoindolin-5-yl)oxy)-2-methylpyrrolidine-1-carboxylate COC1=CC=C(CN2C(C(CCC2=O)N2C(C3=CC=C(C=C3C2)O[C@@H]2[C@H](N(CC2)C(=O)OC(C)(C)C)C)=O)=O)C=C1